CC(C)C1=CC=C(C=C1)N(C)C N,N-dimethyl-4-isopropylaniline